methyl 2-(2-methoxyethoxy)-5-[(7-{8-methyl-1H,2H,3H-pyrido[2,3-b][1,4]oxazin-7-yl}-5H,6H,7H,8H-pyrido[3,4-d]pyrimidin-2-yl)amino]benzoate COCCOC1=C(C(=O)OC)C=C(C=C1)NC=1N=CC2=C(N1)CN(CC2)C2=C(C1=C(OCCN1)N=C2)C